Hydroxy-silan O[SiH3]